Tert-butyl 7-cyano-6-phenyl-4-azaspiro[2.4]heptane-4-carboxylate C(#N)C1C(CN(C12CC2)C(=O)OC(C)(C)C)C2=CC=CC=C2